BrCCCC1=C(C=CC=C1)CCCBr 1,2-bis-(3-bromopropyl)-benzene